(3-(selenophen-2-yl)phenyl)boronic acid [Se]1C(=CC=C1)C=1C=C(C=CC1)B(O)O